Tert-butyl (6-chloro-4-((4,6-dimethoxypyrimidin-5-yl)ethynyl)pyridin-3-yl)carbamate ClC1=CC(=C(C=N1)NC(OC(C)(C)C)=O)C#CC=1C(=NC=NC1OC)OC